Methyl-1-[[2-(benzhydrylideneamino)-3-fluoropyridin-4-yl]methyl]-5-fluoro-4-(2-fluoro-4-iodoanilino)-6-oxopyridine CC=1N(C(C(=C(C1)NC1=C(C=C(C=C1)I)F)F)=O)CC1=C(C(=NC=C1)N=C(C1=CC=CC=C1)C1=CC=CC=C1)F